ClC1=C(C2=C(SC3=C(N=NC=C32)NCC3=CC(=C(C=C3)OC)F)N=C1C)C 3-chloro-N-(3-fluoro-4-methoxybenzyl)-2,4-dimethylpyrido[3',2':4,5]thieno[2,3-d]pyridazin-8-amine